COC[C@@H](C)N[C@@H]1CCC2=CC(=CC=C12)C(F)(F)F (R)-N-((R)-1-methoxypropan-2-yl)-5-(trifluoromethyl)-2,3-dihydro-1H-inden-1-amine